16-(2-dodecylamino-2-oxo-ethyl)-1,4,10,13-tetraoxa-7,16-diaza-octadecane-7-carboxylic acid tert-butyl ester C(C)(C)(C)OC(=O)N(CCOCCO)CCOCCOCCN(CC)CC(=O)NCCCCCCCCCCCC